O-aminoanisole COC1=CC=CC=C1N